(5S,8R)-N-(3-chloro-4-(trifluoromethyl)phenyl)-6,7,8,9-tetrahydro-5H-5,8-epiminocyclohepta-[d]pyrimidine-10-carboxamide ClC=1C=C(C=CC1C(F)(F)F)NC(=O)N1[C@H]2CC[C@@H]1CC=1N=CN=CC12